ClC1=C(N)C(=CC(=C1)SC)Cl 2,6-dichloro-4-(methylthio)aniline